(4-((3,3-difluoro-2-oxopyrrolidin-1-yl)methyl)benzyl)-1,3-dihydro-2H-benzo[d]imidazol-2-one FC1(C(N(CC1)CC1=CC=C(CN2C(NC3=C2C=CC=C3)=O)C=C1)=O)F